C(C1=CC=CC=C1)(=O)O[C@]1([C@@H](O[C@@H]([C@H]1OC(C1=CC=CC=C1)=O)COC(C1=CC=CC=C1)=O)N1C2=NC(=NC(=C2N=C1)Cl)N)C (2R,3R,4R,5R)-2-(2-amino-6-chloro-9H-purin-9-yl)-5-((benzoyloxy) methyl)-3-methyltetrahydrofuran-3,4-diyl dibenzoate